(R)-5-fluoro-N-isopropyl-2-((5-(2-(6-((2-methoxyethyl)(methyl)amino)-2-methylhex-3-yl)-2,6-diazaspiro[3.4]oct-6-yl)-1,2,4-triazin-6-yl)oxy)-N-methylbenzamide FC=1C=CC(=C(C(=O)N(C)C(C)C)C1)OC1=C(N=CN=N1)N1CC2(CN(C2)[C@@H](C(C)C)CCCN(C)CCOC)CC1